OC1(CC(C1)C(=O)N1CC2(C1)C[C@@H](CC2)C=2C(=NN(C2)C)C(F)(F)F)C |r| (rac)-((1s,3s)-3-Hydroxy-3-methylcyclobutyl)(6-(1-methyl-3-(trifluoromethyl)-1H-pyrazol-4-yl)-2-azaspiro[3.4]octan-2-yl)methanon